Difluoro ether FOF